BrC=1C=C(C=CC1O)C\C(\C(=O)NC1CSSC1)=N/O (E)-3-(3-bromo-4-hydroxyphenyl)-N-(1,2-dithiolan-4-yl)-2-(hydroxyimino)propionamide